4-AMINO-4'-FORMYL[1,1-BIPHENYL]-3-CARBOXYLIC ACID NC1=C(C=C(C=C1)C1=CC=C(C=C1)C=O)C(=O)O